2-(2-(3-oxa-8-azabicyclo[3.2.1]octane-8-carbonyl)-8-((R)-morpholin-3-yl)-1,2,3,4-tetrahydroisoquinolin-6-yl)-5H-pyrrolo[2,3-b]pyrazine-7-carbonitrile C12COCC(CC1)N2C(=O)N2CC1=C(C=C(C=C1CC2)C=2N=C1C(=NC2)NC=C1C#N)[C@H]1NCCOC1